2,4-diaminoresorcinol NC1=C(O)C=CC(=C1O)N